C1(CC1)OC=1C=NC=C(C(=O)N)C1C=O 5-CYCLOPROPOXY-4-FORMYLNICOTINAMIDE